ClC1=C(C=CC=C1F)C1CCN(CC1)C(=O)C1=NNC=2CN(CCC21)C(C)=O 1-(3-(4-(2-chloro-3-fluorophenyl)piperidine-1-carbonyl)-4,5-dihydro-1H-pyrazolo[3,4-c]pyridin-6(7H)-yl)ethanone